[K].NCCNCCC[Si](OC)(OC)OC [3-(2-Aminoethylamino)propyl]trimethoxysilane potassium